CN1N=CC(=N1)C1=CC=C(CNC2=NC=NC(=C2)C2=CN=C3N2C=CC(=C3)OCCN3CCCC3)C=C1 [4-(2-methyl-2H-[1,2,3]triazol-4-yl)-benzyl]-{6-[7-(2-pyrrolidin-1-yl-ethoxy)-imidazo[1,2-a]pyridin-3-yl]-pyrimidin-4-yl}-amine